Methyl 3-[2-fluoro-4-(morpholinomethyl)anilino]-5-(methylamino)-6-(3-methylimidazo[4,5-c]pyridin-2-yl)pyrazine-2-carboxylate FC1=C(NC=2C(=NC(=C(N2)NC)C2=NC3=C(C=NC=C3)N2C)C(=O)OC)C=CC(=C1)CN1CCOCC1